6-(4-(methoxycarbonyl)phenyl)-2-oxo-7-azaspiro[3.5]nonane-7-carboxylate COC(=O)C1=CC=C(C=C1)C1CC2(CC(C2)=O)CCN1C(=O)[O-]